FC1=C(CC2CC3(CN(C3)C(=O)N3CC4(C3)NC(COC4)=O)C2)C=CC(=C1)C(F)(F)F 2-[6-[2-fluoro-4-(trifluoromethyl)benzyl]-2-azaspiro[3.3]heptane-2-carbonyl]-8-oxa-2,5-diazaspiro[3.5]nonan-6-one